(1R,2'S)-7-chloro-2'-methyl-1'-(2,2,2-trifluoroacetyl)spiro[isochromane-1,4'-piperidine]-4-one ClC1=CC=C2C(CO[C@]3(C[C@@H](N(CC3)C(C(F)(F)F)=O)C)C2=C1)=O